4-(4-methylphenyl)-1-butanol CC1=CC=C(C=C1)CCCCO